ClC=1C(=NC=CC1C1=NC(=C(N=C1)CNC[C@H]1NC(CC1)=O)OC)C=1C(=C(C=CC1)NC(=O)C1=NC=C(N=C1)CNCCO)C (S)-N-(3-(3-chloro-4-(6-methoxy-5-((((5-oxopyrrolidin-2-yl)methyl)amino)methyl)pyrazin-2-yl)pyridin-2-yl)-2-methylphenyl)-5-(((2-hydroxyethyl)amino)methyl)pyrazine-2-carboxamide